ClC1=CC(=C(C=C1)C1=NC(=CC2=C1N=CN(C2=O)C)N2CC(OCC2)C=2C=NN(C2)C)F 8-(4-chloro-2-fluoro-phenyl)-3-methyl-6-[2-(1-methylpyrazol-4-yl)morpholin-4-yl]pyrido[3,4-d]pyrimidin-4-one